BrC1=NC(=CC(=C1)CS(=O)[O-])N1[C@H](COCC1=O)CC (S)-(2-bromo-6-(3-ethyl-5-oxomorpholino)pyridin-4-yl)methanesulfinate